methyl 4-(2-ethoxycarbonyl-3-oxo-butyl)-3-fluoro-pyridine-2-carboxylate C(C)OC(=O)C(CC1=C(C(=NC=C1)C(=O)OC)F)C(C)=O